C(C)(=O)N1[C@@H](CCC1)C(=O)NC1=CC=C(C=C1)C=1NC2=CC=C(C=C2C1F)NC(=O)[C@H]1N(CCC1)C([C@@H](C1=CC=CC=C1)NC(OC(C)(C)C)=O)=O tert-butyl {(1R)-2-[(2S)-2-({2-[4-({[(2S)-1-acetylpyrrolidin-2-yl]carbonyl}amino)phenyl]-3-fluoro-1H-indol-5-yl}carbamoyl)pyrrolidin-1-yl]-2-oxo-1-phenylethyl}carbamate